N-(2,3-dihydro-1,4-benzoxazin-4-yl)-4-(1,1-dioxo-1,4-thiazinan-4-yl)-8-(2,3,5-trifluorophenyl)quinoline O1CCN(C2=C1C=CC=C2)N2CC=C(C1=CC=CC(=C21)C2=C(C(=CC(=C2)F)F)F)N2CCS(CC2)(=O)=O